ClC1=CC=C(C=C1)NC(NC1=CC(=CC=C1)C1=NC(=CC=C1)OC)=O 3-(4-chlorophenyl)-1-[3-(6-methoxypyridin-2-yl)phenyl]urea